C(C)OC(=O)[C@@H]1[C@@H](CCC1)N (1S,2R)-2-aminocyclopentane-1-carboxylic acid ethyl ester